4-(hydroxyamino)-1-methyl-3-phenyl-4-(prop-2-yl)-4,5-dihydro-1H-pyrazol-5-one ONC1(C(=NN(C1=O)C)C1=CC=CC=C1)C(C)C